BrC1=C2C(N(C(C2=CC=C1CN1CCN(CC1)C1=NC(=CC=C1)C=1C=NN2C1N=C(C=C2)N2[C@H](CCC2)C2=C(C=CC(=C2)F)F)=O)C2C(NC(CC2)=O)=O)=O 4-bromo-5-((4-(6-(5-((R)-2-(2,5-difluorophenyl)pyrrolidin-1-yl)pyrazolo[1,5-a]pyrimidin-3-yl)pyridin-2-yl)piperazin-1-yl)methyl)-2-(2,6-dioxopiperidin-3-yl)isoindoline-1,3-dione